1-(5-aminopyridin-2-yl)-2-methyl-2-(1-methyl-1H-pyrazol-4-yl)propan-1-one NC=1C=CC(=NC1)C(C(C)(C=1C=NN(C1)C)C)=O